4-[5-ethylsulfonyl-2-[2-fluoro-3-(2-piperazin-1-ylethoxy)phenoxy]phenyl]-6-methyl-1H-pyrrolo[2,3-c]pyridin-7-one C(C)S(=O)(=O)C=1C=CC(=C(C1)C=1C2=C(C(N(C1)C)=O)NC=C2)OC2=C(C(=CC=C2)OCCN2CCNCC2)F